C1(CC1)NC(=O)C=1C=C(C(N(C1)CC1=CC(=CC=C1)OCCN(C)C)=O)C(=O)NC N5-cyclopropyl-1-(3-(2-(dimethylamino)ethoxy)benzyl)-N3-methyl-2-oxo-1,2-dihydropyridine-3,5-dicarboxamide